tert-butyl 4-[4-oxo-3H,9H-pyrimido[4,5-b]indol-7-yl]-3,6-dihydro-2H-pyridine-1-carboxylate O=C1NC=NC=2NC3=CC(=CC=C3C21)C=2CCN(CC2)C(=O)OC(C)(C)C